O(O)CC1=CC=C(C=C1)/C=C/C(C)=O (E)-4-[4-(Hydroperoxymethyl)phenyl]but-3-en-2-one